6-(1-(methyl-d)-1H-pyrazol-4-yl)pyrazolo[1,5-a]Pyridine-3-Nitrile C(N1N=CC(=C1)C=1C=CC=2N(C1)N=CC2C#N)[2H]